[Mo].[Bi].[Zn].[Cu] copper-zinc-bismuth-molybdenum